ClC1=C(C(=O)N2CCN(CC2)C(=O)N[C@@H]2CNCC2)C=CC(=C1)NC(=O)C=1N(C(=CN1)C=1C(=NN(C1)CC(F)F)C(F)(F)F)C 4-[2-chloro-4-[[5-[1-(2,2-difluoroethyl)-3-(trifluoromethyl)pyrazol-4-yl]-1-methyl-imidazole-2-carbonyl]amino]benzoyl]-N-[(3S)-pyrrolidin-3-yl]piperazine-1-carboxamide